1-(4-((4-((3-ethynyl-4-fluorophenyl)amino)-7-methoxyquinazolin-6-yl)oxy)piperidin-1-yl)prop-2-en-1-one C(#C)C=1C=C(C=CC1F)NC1=NC=NC2=CC(=C(C=C12)OC1CCN(CC1)C(C=C)=O)OC